Cl.NCC1(CCC(CC1)(F)F)O 1-Aminomethyl-4,4-difluoro-cyclohexanol, hydrochloride salt